COC(CC(CCCCCCCCCCCCCC(=O)OC)[N+](=O)[O-])=O 3-nitro-heptadecanedioic acid dimethyl ester